3-((6-Fluoro-4-mercapto-1-tosyl-1H-indol-5-yl)oxy)benzonitrile FC1=C(C(=C2C=CN(C2=C1)S(=O)(=O)C1=CC=C(C)C=C1)S)OC=1C=C(C#N)C=CC1